CCN[C@@H](CCC(=O)O)C(=O)O N-(2-ethyl)glutamic acid